2-({7-hydroxy-1-oxo-4-[3-(thiophen-2-yl)-1H-indazol-5-yl]-2,3-dihydro-1H-isoindol-2-yl}methyl)prop-2-enamide OC=1C=CC(=C2CN(C(C12)=O)CC(C(=O)N)=C)C=1C=C2C(=NNC2=CC1)C=1SC=CC1